3,4-dihydro-2H-pyrone O1C(CCC=C1)=O